9-(4-tert-butylphenyl)-3,4,6,7,8,9-hexahydropyrido[2,1-c][1,2,4]thiadiazine 2,2-dioxide C(C)(C)(C)C1=CC=C(C=C1)C1CCCN2C1=NS(CC2)(=O)=O